CC1=NNC2=NC(=NC(=C21)N)N 3-methyl-1H-pyrazolo[3,4-d]pyrimidine-4,6-diamine